ethylsulfonyl-N-(2-methoxyethyl)sulfamoyl chloride C(C)S(=O)(=O)N(S(=O)(=O)Cl)CCOC